N(=[N+]=[N-])C1=CC(=C(C=C1)OCOC)Cl 4-azido-2-chloro-1-(methoxymethoxy)benzene